tert-butyl 5,6,7,8-tetrahydro-2,7-naphthyridine-3-carboxylate hydrochloride Cl.C1=NC(=CC=2CCNCC12)C(=O)OC(C)(C)C